Cl.NCCS(=O)(=O)NC 2-amino-N-methylethane-sulfonamide hydrochloride